C(C=C)[C@]12[C@H](N(C[C@@H]2OC1)C(=O)OCC1=CC=CC=C1)C(=O)OC (1S,2S,5R)-3-benzyl 2-methyl 1-allyl-6-oxa-3-azabicyclo[3.2.0]heptane-2,3-dicarboxylate